C(#N)C=1C=C(C=NC1)CNC(C1=CN=CC(=C1N1CC2(CCCN2)CC1)C1=CC(=CC(=C1)F)F)=O N-[(5-cyano-3-pyridyl)methyl]-4-(1,7-diaza-7-spiro[4.4]nonyl)-5-(3,5-difluorophenyl)nicotinamide